methyl-3-(2-chloro-4-pyrimidinyl)-5-benzyloxindole CN1C(C(C2=CC(=CC=C12)CC1=CC=CC=C1)C1=NC(=NC=C1)Cl)=O